N1CC(C1)C1=NC(=NO1)C=1C=C(C(=C(C1)NC(=O)C1=CN=C2N1C=CC=C2)C)F N-(5-(5-(azetidin-3-yl)-1,2,4-oxadiazol-3-yl)-3-fluoro-2-methylphenyl)imidazo[1,2-a]pyridine-3-carboxamide